FC1(CCC(CC1)C(=O)NC1=NC=C(C=C1)C1(CCC1)C(NC1=CC=C(C=C1)F)=O)F 4,4-Difluoro-N-(5-{1-[(4-fluorophenyl)carbamoyl]cyclobutyl}pyridin-2-yl)cyclohexan-1-carboxamid